(methylsulfonyl)-1H-pyrazole CS(=O)(=O)N1N=CC=C1